NC1=CC=C(OC2CN(C2)C=2C(=C(C(=O)O)C=CC2)N2C=CC=C2)C=C1 3-(3-(4-aminophenoxy)azetidin-1-yl)-2-(1H-pyrrol-1-yl)benzoic acid